C(C)(C)(C)C1=CC=C(C=C1)NC(C(C1=CC=C(C=C1)OC)NC(=O)C1(CNC(C1)=O)C)=O N-(2-((4-tert-butylphenyl)amino)-1-(4-methoxyphenyl)-2-oxoethyl)-3-methyl-5-oxopyrrolidine-3-carboxamide